OC1(C(=C(C(O1)=C=O)C(=O)NOC)C=1NC2=CC=CC(=C2C1)C)C1=CC=CC=C1 5-hydroxy-N-methoxy-4-(4-methyl-1H-indol-2-yl)-2-carbonyl-5-phenyl-2,5-dihydrofuran-3-carboxamide